3-benzyl-1-(trans-4-((5-cyano-((2-hydroxy-2-methylpropyl)-(methyl)amino)pyrimidin-2-yl)amino)cyclohexyl)-1-(5-(1-methyl-1H-pyrazol-4-yl)pyridin-2-yl)urea C(C1=CC=CC=C1)NC(N(C1=NC=C(C=C1)C=1C=NN(C1)C)[C@@H]1CC[C@H](CC1)NC1=NC=C(C(=N1)N(C)CC(C)(C)O)C#N)=O